C(C)(=O)C1=CC(=C(C=C1)C=1C(=NC(=NC1C)C1=NOC(=C1)C(=O)OC(C)(C)C)C)F tert-butyl 3-[5-(4-acetyl-2-fluoro-phenyl)-4,6-dimethyl-pyrimidin-2-yl]isoxazole-5-carboxylate